FC=1C=NC=CC1COC1=CC=CC(=N1)N1C2CN(CC1CC2)CC2=NC1=C(N2C[C@H]2OCC2)C=C(C=C1)C(=O)O 2-((8-(6-((3-fluoropyridin-4-yl)methoxy)pyridin-2-yl)-3,8-diazabicyclo[3.2.1]octan-3-yl)methyl)-1-(((S)-oxetan-2-yl)methyl)-1H-benzo[d]imidazole-6-carboxylic acid